CC=1C(CCCCC1)=O 2-methylcycloheptenone